BrC1=CC2=C(C3=NC4=CC(=C(C=C4N=C3C3=C2C=C(C=C3)Br)F)F)C=C1 3,6-Dibromo-11,12-difluorodibenzo[a,c]phenazine